7-fluoro-3-isopropyl-3-methyl-2,3-dihydrobenzofuran FC1=CC=CC=2C(COC21)(C)C(C)C